S1C2=C(C=C1C(=O)NCC(C(=O)OC)(CC)CC)CCCCCC2 Methyl 2-({4H,5H,6H,7H,8H,9H-cycloocta[b]thiophen-2-ylformamido}methyl)-2-ethylbutanoate